CNS(=O)(=O)C1=CC=C(C=C1)NC1=NC=C(C(=N1)N1N=CC(=C1)[C@@H]1CNCC1)C(F)(F)F (R)-N-methyl-4-((4-(4-(pyrrolidin-3-yl)-1H-pyrazol-1-yl)-5-(trifluoromethyl)pyrimidin-2-yl)amino)benzenesulfonamide